NC[C@@H]1NC([C@@H](SCC1)C1=CC(=CC=C1)C1=CC=C(C=C1)Cl)=O (2S,5R)-5-(aminomethyl)-2-[3-(4-chlorophenyl)phenyl]-1,4-thiazepan-3-one